CC1=C(C=NC=C1)C=1C=C/2C(=CN1)NC(\C2=C(\C)/NC2=NN(C=C2)[C@@H](C#N)C)=O (R,Z)-2-(3-((1-(5-(4-methylpyridin-3-yl)-2-oxo-1H-pyrrolo[2,3-c]pyridin-3(2H)-ylidene)ethyl)amino)-1H-pyrazol-1-yl)propanenitrile